tert-butyl 7-((3-cyano-1-cyclopentyl-2-oxo-1,2-dihydro-1,6-naphthyridin-7-yl) amino)-3,4-dihydroisoquinoline-2(1H)-carboxylate C(#N)C=1C(N(C2=CC(=NC=C2C1)NC1=CC=C2CCN(CC2=C1)C(=O)OC(C)(C)C)C1CCCC1)=O